5-((2-(2-Fluoro-5-((6-fluoro-4-(methylsulfonyl)-1H-indol-5-yl)oxy)phenyl)-1H-imidazol-5-yl)methyl)-2,3-dihydro-1H-indene-2-carboxylic acid FC1=C(C=C(C=C1)OC=1C(=C2C=CNC2=CC1F)S(=O)(=O)C)C=1NC(=CN1)CC=1C=C2CC(CC2=CC1)C(=O)O